3-dimethylaminopropyllithium CN(CCC[Li])C